IC1=CN(C2=CC=CC=C12)C1=CC=C(C(=O)OC(C)(C)C)C=C1 tert-butyl 4-(3-iodo-1H-indol-1-yl)-benzoate